C(C)(C)(C)OC(C(CC(=C)C)N1C(C=C(C(=C1)OC)C1=C(C=CC(=C1)Cl)C(C)=O)=O)=O 2-(4-(2-acetyl-5-chlorophenyl)-5-methoxy-2-oxopyridin-1(2H)-yl)-4-methylpent-4-enoic acid tert-butyl ester